FC1=C(C(=C(C(=C1F)OC1=C(C(=C(C(=C1F)F)C1=C(C(=C(C(=C1F)F)F)F)F)F)F)F)F)O 2,3,5,6-tetrafluoro-4-((perfluoro-[1,1'-biphenyl]-4-yl)oxy)phenol